FC1=C(C=CC=C1)C1=NC=CC=C1N[C@H](C)C=1C=C(C=C2C(C(=C(OC12)C=1C=NC=CC1)I)=O)C 8-[(1R)-1-[[2-(2-Fluoro-phenyl)-3-pyridyl]amino]-ethyl]-3-iodo-6-methyl-2-(3-pyridyl)chromen-4-one